phosphoric acid-2-ethyl ester CCOP(O)(O)=O